Tert-butyl (5-fluoro-6-(((4-methoxy-3-(3-methyl-1H-1,2,4-triazol-1-yl)-5-nitrobenzyl)oxy)methyl)pyridin-2-yl)carbamate FC=1C=CC(=NC1COCC1=CC(=C(C(=C1)[N+](=O)[O-])OC)N1N=C(N=C1)C)NC(OC(C)(C)C)=O